Ethyl 2-((1r,4r)-4-(hydroxymethyl)cyclohexyl)-6-(6-(trifluoromethyl)picolinamido)imidazo[1,2-a]pyridine-7-carboxylate OCC1CCC(CC1)C=1N=C2N(C=C(C(=C2)C(=O)OCC)NC(C2=NC(=CC=C2)C(F)(F)F)=O)C1